N[C@@](C(=O)O)(CCC)C (R)-2-AMINO-2-METHYL-PENTANOIC ACID